ClC=1N=CC2=C(N1)N(C(C21CC1)=O)[C@H]1C[C@@H](CCC1)OC1OCCCC1 2'-Chloro-7'-[(1R,3R)-3-(oxan-2-yloxy)cyclohexyl]spiro[cyclopropane-1,5'-pyrrolo[2,3-d]pyrimidin]-6'-one